[N+](=O)([O-])OCCCCC(=O)OC Methyl 5-nitrooxy-valerate